bis(formamidine)-hydrochloride Cl.C(=N)N.C(=N)N